ClC=1C(=NC(=NC1)NC1CCOCC1)C1=CC=C2CN(C(C2=C1)=O)CC(=O)N[C@@](CO)(C)C1=CC=CC=C1 2-(6-{5-chloro-2-[(oxacyclohex-4-yl)amino]pyrimidin-4-yl}-1-oxo-2,3-dihydro-1H-isoindol-2-yl)-N-[(2S)-1-hydroxy-2-phenylpropan-2-yl]acetamide